C(C)OC(=O)C=1C=NN(C1)CC=1C(=NC(=CC1)N1CC2CC2C1)C1(CC1)C#N 1-[(6-{3-Azabicyclo[3.1.0]hex-3-yl}-2-(1-cyanocyclopropyl)pyridin-3-yl)methyl]-1H-pyrazole-4-carboxylic acid ethyl ester